Cl.C1(CC1)N(S(=O)=O)C(C)C1=CC=C(C=C1)C1=CC=NC=2NC(C=CC12)=O N-cyclopropyl-N-(1-(4-(7-oxo-7,8-dihydro-1,8-naphthyridin-4-yl)phenyl)ethyl)sulfonamide hydrochloride